2-(4-(6-((4-cyano-2-fluorobenzyl)oxy)pyridin-2-yl)-2-fluorobenzyl)-1-((1,1-dioxidothietan-2-yl)methyl)-1H-benzo[d]imidazole-6-carboxylic acid C(#N)C1=CC(=C(COC2=CC=CC(=N2)C2=CC(=C(CC3=NC4=C(N3CC3S(CC3)(=O)=O)C=C(C=C4)C(=O)O)C=C2)F)C=C1)F